(S)-2-(3-(3,3-difluoro-1-(fluoro(4-methyl-4H-1,2,4-triazol-3-yl)methyl)cyclobutyl)phenyl)-6-((3-hydroxy-3-methylazetidin-1-yl)methyl)-4-(trifluoromethyl)isoindolin-1-one FC1(CC(C1)([C@@H](C1=NN=CN1C)F)C=1C=C(C=CC1)N1C(C2=CC(=CC(=C2C1)C(F)(F)F)CN1CC(C1)(C)O)=O)F